Decane-3-ene-8-carboxylic acid tert-butyl ester C(C)(C)(C)OC(=O)C(CCCC=CCC)CC